OC1=C(C(=C(C(=O)OCOC)C(=C1C)C)C)C Methoxymethyl 4-hydroxy-2,3,5,6-tetramethylbenzoate